(R)-N-(4-(1,3-dithiolan-2-yl)phenyl)pyrrolidine-2-carboxamide S1C(SCC1)C1=CC=C(C=C1)NC(=O)[C@@H]1NCCC1